ClC=1C=C2C=CC(=NC2=CC1)C=1C=NNC1 6-chloro-2-(1H-pyrazol-4-yl)quinoline